FC=1C(=C(C(=CC1C(F)(F)F)C)C1=CC2=C(N=N1)N(C=C2C)C2CC(C2)(O)C)OCOC (1s,3s)-3-{3-[3-fluoro-2-(methoxymethoxy)-6-methyl-4-(trifluoromethyl)phenyl]-5-methyl-7H-pyrrolo[2,3-c]pyridazin-7-yl}-1-methylcyclobutanol